2-tert-butyl-1,1,3,3-tetramethyl-guanidine C(C)(C)(C)N=C(N(C)C)N(C)C